CC1=CC=C(C=C1)SC1=CC=C(C(=O)C2=CC=CC=C2)C=C1 4-(4'-methylphenylthio)benzophenone